methyl 2-[7-(4,4,5,5-tetramethyl-1,3,2-dioxaborolan-2-yl)-2,3-dihydro-1,4-benzoxazin-4-yl]acetate CC1(OB(OC1(C)C)C1=CC2=C(N(CCO2)CC(=O)OC)C=C1)C